(Z)-3-(3,4-dichlorophenyl)-3-(ethylamino)prop-2-enoic acid ethyl ester C(C)OC(\C=C(/NCC)\C1=CC(=C(C=C1)Cl)Cl)=O